1,2-diethyl-1,4,5,6-tetrahydropyrimidine C(C)N1C(=NCCC1)CC